Silver-calcium [Ca].[Ag]